(2s,4R)-4-hydroxy-N-((R)-2-hydroxy-1-(4-(3-methylpyridin-4-yl)phenyl)ethyl)pyrrolidine-2-carboxamide O[C@@H]1C[C@H](NC1)C(=O)N[C@@H](CO)C1=CC=C(C=C1)C1=C(C=NC=C1)C